O1C=C(C2=C1C=CC=C2)C=2C=C(OC2)C(CCC(=O)OC)=O methyl 4-(4-(benzofuran-3-yl)furan-2-yl)-4-oxobutyrate